Methyl 3-(((6-(5-formyl-1-methyl-1H-1,2,3-triazol-4-yl)-2-methylpyridin-3-yl) oxy)methyl)bicyclo[1.1.1]pentane-1-carboxylate C(=O)C1=C(N=NN1C)C1=CC=C(C(=N1)C)OCC12CC(C1)(C2)C(=O)OC